tert-butyl-((1r,5s)-3-(2,7-dichloro-8-fluoropyrido[4,3-d]pyrimidin-4-yl)-3-azabicyclo[3.1.0]hexane-1-yl) carbamate C(N)(O[C@]12C(N(C[C@@H]2C1)C=1C2=C(N=C(N1)Cl)C(=C(N=C2)Cl)F)C(C)(C)C)=O